N-(5-methylsulfanyl-1,3,4-thiadiazol-2-yl)isoxazolo[4,3-h]quinoline-3-carboxamide CSC1=NN=C(S1)NC(=O)C=1ON=C2C1C=CC=1C=CC=NC21